C(C)(C)(C)OC(=O)N1C[C@@H](O[C@@H](C1)C)COCC1=CC=CC=C1 (2R,6R)-2-(benzyloxymethyl)-6-methyl-morpholine-4-carboxylic acid tert-butyl ester